ClC1=CC(=NC=C1OC1=CC=CC=C1)NC=1C2=C(N=CN1)C=CC(=N2)N2[C@@H]1CN([C@H](C2)C1)C(=O)OC(C)(C)C tert-butyl (1S,4S)-5-(4-((4-chloro-5-phenoxypyridin-2-yl)amino)pyrido[3,2-d]pyrimidin-6-yl)-2,5-diazabicyclo[2.2.1]heptane-2-carboxylate